(5-(2-fluoro-5-(methylamino)-5,6,7,8-tetrahydronaphthalen-1-yl)-1H-pyrazolo[3,4-c]pyridin-3-yl)-N-methylpyridinamide FC1=C(C=2CCCC(C2C=C1)NC)C=1C=C2C(=CN1)NN=C2C=2C(=NC=CC2)C(=O)NC